CC1=CC(=C(C=C1)O)C(C)(C)C 4-methyl-tert-butyl-phenol